4-chloro-N-(3-phenylprop-2-yn-1-yl)aniline ClC1=CC=C(NCC#CC2=CC=CC=C2)C=C1